1-{2-[(2,5-dioxopyrrolidin-1-yl)oxy]2-oxoethyl}-1H-pyrrole-2,5-dione O=C1N(C(CC1)=O)OC(CN1C(C=CC1=O)=O)=O